7-amino-3,4-dihydronaphthalen-1(2H)-one NC1=CC=C2CCCC(C2=C1)=O